C(C)(C)(C)OC(N(CC1=CC=C(C=C1)C(NC1=CC=C(C=C1)S(=O)(=O)N1CCNCC1)=O)CCCNC(=O)OC(C)(C)C)=O.C1(=CC=CC=2OC3=C(C21)C=CC=C3)C=3C(=C(C=CC3)C3=NN=NC(=C3C3=CC=CC=C3)C3=CC=CC=C3)C3=C(C(=CC=2C1=CC=CC=C1CC32)C)C (dibenzofuranyl)(dimethylfluorenyl)(diphenyltriazinyl)benzene Tert-butyl-N-[3-(tert-butoxycarbonylamino)propyl]-N-[[4-[(4-piperazin-1-ylsulfonylphenyl)carbamoyl]phenyl]methyl]carbamate